C(C1=CC=CC=C1)OC(=O)C(C(=O)O)NC1(CCN(CC1)C(=O)OC(C)(C)C)C [(benzyloxy)carbonyl]({1-[(tert-butoxy)carbonyl]-4-methylpiperidin-4-yl})aminoacetic acid